(R)-2-(4-methyl-6-((1-methylpiperidin-3-yl)sulfonyl)pyridazin-3-yl)-5-(trifluoromethyl)phenol, trifluoroacetic acid salt FC(C(=O)O)(F)F.CC1=C(N=NC(=C1)S(=O)(=O)[C@H]1CN(CCC1)C)C1=C(C=C(C=C1)C(F)(F)F)O